FC(C1=CC=C(C=C1)C=1C(NC(N([C@H]2[C@H](O)[C@H](O)[C@@H](CO)O2)C1)=O)=O)(F)F 5-(4-trifluoromethylphenyl)uridine